COC(=O)C=1OC2=C(C1)C=C(C=C2)OC2=CC(=C(C=C2)Cl)Cl 5-(3,4-dichlorophenoxy)benzofuran-2-carboxylic acid methyl ester